(3S,5S)-5-(3-((1,1-dioxido-2,3-dihydrobenzo[d]isothiazol-4-yl)amino)-1H-pyrazol-5-yl)tetrahydrofuran-3-yl isopropylcarbamate C(C)(C)NC(O[C@@H]1CO[C@@H](C1)C1=CC(=NN1)NC1=CC=CC2=C1CNS2(=O)=O)=O